(2r,5s)-2-(1-(4-bromophenyl)-3-(4-fluorophenyl)-1H-pyrazol-4-yl)-3-(3,4-diaminophenethyl)-5-methyl-oxazolidin-4-one nickel manganese sodium iron [Fe].[Na].[Mn].[Ni].BrC1=CC=C(C=C1)N1N=C(C(=C1)[C@H]1O[C@H](C(N1CCC1=CC(=C(C=C1)N)N)=O)C)C1=CC=C(C=C1)F